COC1=C(C=C2C=CN=CC2=C1)C1=CN=C(O1)[C@H](CCCCCC(CC)=O)NC(=O)[C@H]1CC12CCN(CC2)C (S)-N-((S)-1-(5-(7-Methoxyisochinolin-6-yl)oxazol-2-yl)-7-oxononyl)-6-methyl-6-azaspiro[2.5]octan-1-carboxamid